NC=1SC(=C(C1C(=O)O)C)C(N)=O.N1=C(C=CC=C1)N1CCN(CC1)C(=O)NC=1SC(=C(C1C(=O)OC)C)C(N)=O Methyl 2-(4-(pyridin-2-yl)piperazine-1-carboxamido)-5-carbamoyl-4-methylthiophene-3-carboxylate 2-Amino-5-carbamoyl-4-methylthiophene-3-carboxylate